C(C)(C)(C)N(C(O)=O)[C@@H](C1CCC(CC1)(F)F)C=1N=C2N(N=CC(=C2)[C@@H](C2CC2)NCCC2(CC2)N)C1.C(CCCCCCCCCCCCCCCCCC)[Si](OCC)(OCC)OCC nonadecyl-triethoxysilane tert-butyl-((S)-(7-((R)-((2-(1-aminocyclopropyl)ethyl)amino)(cyclopropyl)methyl)imidazo[1,2-b]pyridazin-2-yl)(4,4-difluorocyclohexyl)methyl)carbamate